O1CCN(CC1)CCS(=O)(=O)O 2-(morpholino)ethanesulfonic acid